(E)-3-(3-pyrrolyl)-2-butenoic acid N1C=C(C=C1)/C(=C/C(=O)O)/C